C(C)(C)(C)OC(=O)N1[C@@H](C[C@H](C1)NS(=O)(=O)C1=C(C=CC=C1)F)NC=O (2S,4R)-2-formylamino-4-((2-fluorophenyl)sulfonylamino)pyrrolidine-1-carboxylic acid tert-butyl ester